2-(difluoromethyl)-8-(oxan-2-yloxy)-5,6,7,8-tetrahydroquinoline-3-carbonitrile FC(C1=NC=2C(CCCC2C=C1C#N)OC1OCCCC1)F